(R)-5-bromo-1-((tert-butoxycarbonyl) amino)-4-fluoro-2,3-dihydro-1H-indene-1-carboxylate BrC=1C(=C2CC[C@@](C2=CC1)(C(=O)[O-])NC(=O)OC(C)(C)C)F